O1NCC1 oxazetane